O1C2(OCC1)C[C@@H]1CC(C[C@@H]1C2)N (3aR,6aS)-Hexahydro-1H-spiro[pentalene-2,2'-[1,3]dioxolane]-5-amine